imidazolium sulfate salt S(=O)(=O)([O-])[O-].N1C=[NH+]C=C1.N1C=[NH+]C=C1